5-(6-aminopyridin-3-yl)-1-(2-((2S)-5-fluoro-2-((6-methylpyridin-2-yl)carbamoyl)azepan-1-yl)-2-oxoethyl)-1H-indole-3-carboxamide NC1=CC=C(C=N1)C=1C=C2C(=CN(C2=CC1)CC(=O)N1[C@@H](CCC(CC1)F)C(NC1=NC(=CC=C1)C)=O)C(=O)N